2-(4-fluoro-3-hydroxyphenyl)-N-(5-methyl-4-(1-(2-nitrobenzenesulfonyl)indol-5-yl)thiazol-2-yl)acetamide FC1=C(C=C(C=C1)CC(=O)NC=1SC(=C(N1)C=1C=C2C=CN(C2=CC1)S(=O)(=O)C1=C(C=CC=C1)[N+](=O)[O-])C)O